(4E,8E)-11-((R)-6-((tert-butyldimethylsilyl)oxy)-2,5,7,8-tetramethylchroman-2-yl)-4,8-dimethylundecane-4,8-dien-1-ol [Si](C)(C)(C(C)(C)C)OC=1C(=C2CC[C@@](OC2=C(C1C)C)(C)CC/C=C(/CC/C=C(/CCCO)\C)\C)C